ethyl 2-(N-(3-((1R,6S)-6-(difluoromethyl)-3-azabicyclo[4.1.0]heptan-3-yl)-4-((6-(4,4-difluoropiperidin-1-yl)-4-methylpyridin-2-yl)carbamoyl)phenyl)sulfamoyl)acetate FC([C@]12CCN(C[C@@H]2C1)C=1C=C(C=CC1C(NC1=NC(=CC(=C1)C)N1CCC(CC1)(F)F)=O)NS(=O)(=O)CC(=O)OCC)F